OC1=C(C(=CC(=C1S(=O)(=O)C(C(=O)N)C)CCCCC)O)C1C(CCC(=C1)C)C(=C)C (2,6-dihydroxy-5'-methyl-4-pentyl-2'-(prop-1-en-2-yl)-1',2',3',4'-tetrahydro-[1,1'-biphenyl]-3-ylsulfonyl)propanamide